C(#N)C1CCC(CC1)(C)NC(OC(C)(C)C)=O Tert-butyl N-(4-cyano-1-methyl-cyclohexyl)carbamate